O1C=CC=2C(=NC=CC21)C2=CC=C(C(=O)NC1CCN(CC1)C1=NC=C(C=N1)C(C)(C)O)C=C2 4-(furo[3,2-c]pyridin-4-yl)-N-{1-[5-(2-hydroxypropan-2-yl)pyrimidin-2-yl]piperidin-4-yl}benzamide